C1(CC1)C1=NC=NC(=C1C=1OC=2C(=NC=CC2N1)CC12CCC(CC1)(CC2)C=2N(C=C(N2)C(F)(F)F)C)OC 2-(4-cyclopropyl-6-methoxypyrimidin-5-yl)-4-((4-(1-methyl-4-(trifluoromethyl)-1H-imidazol-2-yl)bicyclo[2.2.2]octan-1-yl)methyl)oxazolo[5,4-c]pyridine